1-((1S,4S)-4-fluoroisochroman-1-yl)-N-methyl-methylamine F[C@@H]1CO[C@@H](C2=CC=CC=C12)CNC